(E)-3-(diphenylamino)-3-phenylacrylate C1(=CC=CC=C1)N(/C(=C/C(=O)[O-])/C1=CC=CC=C1)C1=CC=CC=C1